(ethylamino)isoindoline C(C)NC1NCC2=CC=CC=C12